C1(=CC=CC=C1)N1/C(/SCCCC1)=N/C(OCC)=O Ethyl (Z)-(3-phenyl-1,3-thiazepan-2-ylidene)carbamate